NC=1N=C(C=C2C=C(N=CC12)NC(=O)[C@H]1[C@@H](C1)C=1C=NSC1)C=1C=NC=CC1C trans-N-[8-amino-6-(4-methyl-3-pyridyl)-2,7-naphthyridin-3-yl]-2-isothiazol-4-yl-cyclopropanecarboxamide